5-(2-chloro-5-(isobutyrylaminomethyl)benzoylamino)-N-(3-chloro-4-fluorophenyl)-1-(ethoxymethyl)-1H-indole-2-carboxamide ClC1=C(C(=O)NC=2C=C3C=C(N(C3=CC2)COCC)C(=O)NC2=CC(=C(C=C2)F)Cl)C=C(C=C1)CNC(C(C)C)=O